DL-β-(3,4-dihydroxyphenyl)alanine tert-butyl-(2-((6-(2,6-difluorobenzoyl)-2,3,4,5-tetrahydrothieno[2,3-b]oxepin-7-yl)amino)-2-oxoethyl)carbamate C(C)(C)(C)N(C(O)=O)CC(=O)NC1=C(C2=C(OCCCC2)S1)C(C1=C(C=CC=C1F)F)=O.OC=1C=C(C=CC1O)C[C@@H](N)C(=O)O |r|